methyl [4-cyano-3-(2-methylphenoxy)naphthalen-1-yl]carbamate C(#N)C1=C(C=C(C2=CC=CC=C12)NC(OC)=O)OC1=C(C=CC=C1)C